Methyl 4-((3-((2-((diethylamino) methyl)benzyl)carbamoyl) phenyl)carbamoyl)benzoate C(C)N(CC)CC1=C(CNC(=O)C=2C=C(C=CC2)NC(=O)C2=CC=C(C(=O)OC)C=C2)C=CC=C1